N-(4-(4-amino-7-oxo-1-(1-(trifluoromethyl)cyclopropyl)-6,7-dihydro-1H-pyrazolo[3,4-d]pyridazin-3-yl)benzyl)-5-fluoro-2-methoxybenzamide NC=1C2=C(C(NN1)=O)N(N=C2C2=CC=C(CNC(C1=C(C=CC(=C1)F)OC)=O)C=C2)C2(CC2)C(F)(F)F